mono(acryloxyethyl) phosphate P(=O)(OCCOC(C=C)=O)([O-])[O-]